(tert-Butoxycarbonyl)-L-phenylalanine methyl ester COC([C@@H](NC(=O)OC(C)(C)C)CC1=CC=CC=C1)=O